C(C)(C)C=1C=C(C=CC1)C1=NC(=CC=C1C=1C=C2C=NNC2=CC1)C 5-(2-(3-Isopropylphenyl)-6-methylpyridin-3-yl)-1H-indazole